3-([1,1':3',1''-terphenyl]-2'-yl-2,2'',3,3'',4,4'',5,5'',6,6''-d10)-1-(3-((9-(4-chloropyridin-2-yl)-9H-carbazol-2-yl)oxy)phenyl)-1H-benzo[d]imidazole C1(=C(C(=C(C(=C1[2H])[2H])[2H])[2H])[2H])C1=C(C(=CC=C1)C1=C(C(=C(C(=C1[2H])[2H])[2H])[2H])[2H])N1CN(C2=C1C=CC=C2)C2=CC(=CC=C2)OC2=CC=1N(C3=CC=CC=C3C1C=C2)C2=NC=CC(=C2)Cl